NC(C)C=1C=C(C=C2C(N(C(=NC12)N1CCOCC1)CC1CCC1)=O)Cl 8-(1-aminoethyl)-6-chloro-3-(cyclobutylmethyl)-2-morpholino-quinazolin-4-one